NC1=CC=CC=2C(=NOC21)N2C[C@@H](CCC2)NC2=NC=C(C(=N2)OC)C#N (R)-2-((1-(7-aminobenzo[d]isoxazol-3-yl)piperidin-3-yl)amino)-4-methoxypyrimidine-5-carbonitrile